(1S,2R,5R)-N-[2-[(4,4-difluorocyclohexyl)amino]-1-(5-fluoro-3-pyridyl)-2-oxo-ethyl]-N-[4-(pentafluoro-λ6-sulfanyl)phenyl]-3-azabicyclo[3.1.0]hexane-2-carboxamide FC1(CCC(CC1)NC(C(C=1C=NC=C(C1)F)N(C(=O)[C@H]1[C@H]2C[C@H]2CN1)C1=CC=C(C=C1)S(F)(F)(F)(F)F)=O)F